2-(3-(Pyridin-3-yl)-1H-pyrazol-4-yl)quinoxaline N1=CC(=CC=C1)C1=NNC=C1C1=NC2=CC=CC=C2N=C1